nitrocatecholamine C1=CC(=C(C(=C1[N+](=O)[O-])N)O)O